1-(5-(cyclopentylamino)-7-(methylamino)pyrazolo[1,5-a]pyrimidin-3-yl)-3-methylurea C1(CCCC1)NC1=NC=2N(C(=C1)NC)N=CC2NC(=O)NC